C(C)(C)(C)OC(=O)N1C(CCCC1)N1C(NC2=C1C=C(C=C2)Cl)=O (6-chloro-2-oxo-2,3-dihydro-1H-benzo[d]imidazol-1-yl)piperidine-1-carboxylic acid tert-butyl ester